2,6-Anhydro-4-(6-carboxy-3-cyano-2H-indazol-2-yl)-3,4,5-trideoxy-5-isobutyramido-D-glycero-D-galacto-non-2-enonic acid C(=O)(O)C=1C=CC2=C(N(N=C2C1)[C@H]1C=C(C(=O)O)O[C@H]([C@@H]1NC(C(C)C)=O)[C@H](O)[C@H](O)CO)C#N